6-methoxy-N-(4-acetamidophenyl)-4-trifluoromethylquinolin-2-amine COC=1C=C2C(=CC(=NC2=CC1)NC1=CC=C(C=C1)NC(C)=O)C(F)(F)F